2-{[5-(4-ethylphenyl)-1H-1,2,4-triazol-3-yl]sulfanyl}-1-(pyridin-2-yl)propan-1-on C(C)C1=CC=C(C=C1)C1=NC(=NN1)SC(C(=O)C1=NC=CC=C1)C